ClC=1C(=C(C=C(C1Cl)Cl)O)C1CCN(CC1)C(=O)[C@@H]1CNCC1 3,4,5-trichloro-2-[1-[(3S)-pyrrolidine-3-carbonyl]piperidin-4-yl]phenol